C(C)(C)(C)C1=CC2=CC(=CC=C2C=C1)C(C)(C)C 2,7-di-tert-butylnaphthalene